N,N-dimethyl-morpholinium chloride [Cl-].C[N+]1(CCOCC1)C